6-bromo-2-fluoro-3-methoxy-pyridine BrC1=CC=C(C(=N1)F)OC